tert-butyl (S)-2-(2-(3-bromo-5-(3,5-dimethyl-1H-pyrazol-1-yl)phenyl)-4-methoxy-4-carbonylbutyl)-2,6-diazaspiro[3.4]octane-6-carboxylate BrC=1C=C(C=C(C1)N1N=C(C=C1C)C)[C@@H](CN1CC2(C1)CN(CC2)C(=O)OC(C)(C)C)CC(=C=O)OC